(3S,10R)-7-((3S,5R)-4-acryloyl-3,5-dimethylpiperazin-1-yl)-10-(4-chloro-2-fluorophenyl)-3-(methoxymethyl)-9-(trifluoromethyl)-2,3-dihydro-5H-[1,4]thiazino[2,3,4-ij]quinazolin-5-one C(C=C)(=O)N1[C@H](CN(C[C@H]1C)C1=NC(N2C3=C(C(=C(C=C13)C(F)(F)F)C1=C(C=C(C=C1)Cl)F)SC[C@@H]2COC)=O)C